CN1CCN(CC1)C1=CC=C2N=C3C(C4=C(C(C3=NC2=C1)=O)N=CC=C4)=O 9-(4-Methylpiperazin-1-yl)-5,12-dioxo-5,12-dihydropyrido[2,3-b]phenazin